C(#N)C=1C=C(C=CC1)C1=NN(C(C=C1)=O)CC=1C=C(C=CC1)C1=NC=C(C=N1)OCC1CCN(CC1)CC(=O)OC(C)(C)C tert-Butyl 2-(4-(((2-(3-((3-(3-cyanophenyl)-6-oxopyridazin-1(6H)-yl)methyl)phenyl)pyrimidine-5-yl)oxy)methyl)piperidin-1-yl)acetate